[Zn+2].P(=O)(OCCCCCCCCCCCCCCCCCC)([O-])[O-] monostearyl phosphate zinc salt